1-(3,5-dimethoxybenzyl)-1H-indazole-6-carboxylic acid methyl ester COC(=O)C1=CC=C2C=NN(C2=C1)CC1=CC(=CC(=C1)OC)OC